O=C1NC(CCC1C1=NN(C2=C(C=CC=C12)OCC(=O)NCC1=CC=C(C=C1)N1C(CCC1)=O)C)=O 2-((3-(2,6-dioxopiperidin-3-yl)-1-methyl-1H-indazol-7-yl)oxy)-N-(4-(2-oxo-pyrrolidin-1-yl)benzyl)acetamide